C(C)(C)(C)OC(=O)N1CC(CC1)C(C)(C)OCCBr 3-(2-(2-Bromoethoxy)propan-2-yl)pyrrolidine-1-carboxylic acid tert-butyl ester